1-diethylaminoformate C(C)N(C(=O)[O-])CC